phthalimidophenyl-3,1-benzoxazin-4-one C1(C=2C(C(N1C1=CC=CC3=C1C(OC(=N3)C3=CC=CC=C3)=O)=O)=CC=CC2)=O